2-[6-[[2-oxo-4-(trifluoromethyl)-1-pyridinyl]methyl]-2-azaspiro[3.3]heptane-2-carbonyl]-2,5-diazaspiro[3.4]octan-6-one O=C1N(C=CC(=C1)C(F)(F)F)CC1CC2(CN(C2)C(=O)N2CC3(C2)NC(CC3)=O)C1